CC1CC2(OCCO2)CCC1N 7-Methyl-1,4-dioxaspiro[4.5]decan-8-amine